oxamic acid (oxazainate) O1NC(=CC=C1)C(=O)O.C(C(=O)N)(=O)O